cyanoethyl-2-methylimidazole C(#N)CCC=1N=C(NC1)C